CC1=CC(=NO1)N 5-methyl-isoxazol-3-amine